4-((dimethylamino) methyl)-3-(3-(ethylsulfanyl)-2-fluorobenzyl)-5-methoxy-2-oxo-2H-benzopyran-7-yl dimethylcarbamate CN(C(OC1=CC2=C(C(=C(C(O2)=O)CC2=C(C(=CC=C2)SCC)F)CN(C)C)C(=C1)OC)=O)C